N5-(1H-pyrazol-4-yl)-1H-pyrazole-3,5-dicarboxamide N1N=CC(=C1)NC(=O)C1=CC(=NN1)C(=O)N